N-(1-(1-((5,6-Dichloro-1H-indol-2-yl)methyl)-1,8-diazaspiro[4.5]decane-8-carbonyl)-1H-pyrazol-3-yl)acetamide ClC=1C=C2C=C(NC2=CC1Cl)CN1CCCC12CCN(CC2)C(=O)N2N=C(C=C2)NC(C)=O